DIAMINOTRIAZINE C1=C(N=NN=C1N)N